OP(O)OP(O)O.C(C)(C)(CC)C1=C(C(=CC(=C1)C)C(C)(C)CC)C(O)C(CO)(CO)CO 2,6-di-tert-amyl-4-methylphenyl-pentaerythritol diphosphite